OC=1C=C(C(=O)NC(C(=O)N\N=C\[C@]2([C@@H](N3C(C[C@H]3S2(=O)=O)=O)C(=O)O)C)CO)C=CC1O (2S,3R,5R)-3-((E)-(2-(2-(3,4-dihydroxybenzoylamino)-3-hydroxypropionyl)hydrazono)methyl)-3-methyl-7-oxo-4-thia-1-azabicyclo[3.2.0]heptane-2-carboxylic acid 4,4-dioxide